C(#N)C(CC=1N(C2=CC=C(C=C2C1)C=1C=CC2=C(N(C(O2)=O)C)C1)C(=O)OC(C)(C)C)N=C(C1=CC=CC=C1)C1=CC=CC=C1 tert-butyl 2-{2-cyano-2-[(diphenylmethylidene)amino]ethyl}-5-(3-methyl-2-oxo-1,3-benzoxazol-5-yl)indole-1-carboxylate